COC1=CC=C(C(C2=CC=C(C=C2)OC)(C2=CC=CC=C2)OC[C@@H]2[C@H](C[C@@H](O2)N2C(=O)N=C(NC(C3=CC=CC=C3)=O)C=C2)O)C=C1 5'-O-(4,4'-dimethoxytrityl)-N4-Benzoyl-deoxycytidine